[Br].BrC=1C(=NN(C1)C1CCN(CC1)C(=O)OC(C)(C)C)F tert-butyl 4-(4-bromo-3-fluoro-1H-pyrazol-1-yl)piperidine-1-carboxylate Bromine